Methyl 2-((2S,3S,4S)-5-chloro-6-fluoro-2-formyl-3-methyl-2-phenyl-2,3-dihydrobenzofuran-4-yl)-3-fluoro-4-(2-((tetrahydro-2H-pyran-2-yl)oxy)ethoxy)benzoate ClC=1C(=CC2=C([C@@H]([C@](O2)(C2=CC=CC=C2)C=O)C)C1C1=C(C(=O)OC)C=CC(=C1F)OCCOC1OCCCC1)F